3',4'-difluoro-2-nitrobiphenyl FC=1C=C(C=CC1F)C1=C(C=CC=C1)[N+](=O)[O-]